FC=1C(=NC(=NC1)C1=NC=CC=N1)N1C(C2=CC(=C(C=C2C1C1=CC=CC=C1)OC)OC)=O 2-(5-fluoro-[2,2'-bipyrimidin]-4-yl)-5,6-dimethoxy-3-phenylisoindolin-1-one